dihydro-5H-[1,4]thiazino[2,3,4-ij]quinazolin-5-one S1CCN2C(N=CC3=CC=CC1=C23)=O